O=C1NC(CCC1C1=C(C=C(C=C1F)CC=O)F)=O 2-(4-(2,6-dioxopiperidin-3-yl)-3,5-difluorophenyl)acetaldehyde